6-N-(2-amino-2-phenylpropyl)-4-N,1-dimethylpyrazolo[3,4-d]pyrimidine-4,6-diamine NC(CNC1=NC(=C2C(=N1)N(N=C2)C)NC)(C)C2=CC=CC=C2